1-[1-(difluoromethyl)pyrazol-3-yl]-2-methyl-propan-1-amine FC(N1N=C(C=C1)C(C(C)C)N)F